(6R,7aS)-1,3-dioxo-5,6,7,7a-tetrahydropyrrolo[1,2-c]imidazole O=C1[C@H]2N(C(N1)=O)CCC2